Cl[SiH2]N([SiH3])[SiH3] chloro-trisilylamine